tetrahydro-5H-pyrido[4',3':3,4]pyrazolo[1,5-a][1,2,4]triazolo[3,4-c][1,4]diazepine-12(13H)-carboxylate N1NCN2C1=C1N(CCC2)NC2=C1CN(C=C2)C(=O)[O-]